(S)-4-amino-7-fluoro-N,3-dimethyl-N-(2-(trifluoromethyl)-5,8-dihydro-6H-pyrano[3,4-b]pyridin-5-yl)imidazo[1,5-a]quinoxaline-8-carboxamide NC=1C=2N(C3=CC(=C(C=C3N1)F)C(=O)N([C@@H]1COCC3=NC(=CC=C31)C(F)(F)F)C)C=NC2C